2-azaspiro[3.3]Heptane hemioxalate C(C(=O)O)(=O)O.C1NCC12CCC2.C2NCC21CCC1